tert-butyl 4-(((3R,4S)-3-(4-(tert-butoxycarbonyl) phenyl)-1-(2,2,2-trifluoroethyl) azepan-4-yl) methyl)-5,7-dimethyl-1H-indole-1-carboxylate C(C)(C)(C)OC(=O)C1=CC=C(C=C1)[C@@H]1CN(CCC[C@H]1CC1=C2C=CN(C2=C(C=C1C)C)C(=O)OC(C)(C)C)CC(F)(F)F